C(=O)C1=C(C(=CC=C1)F)NS(=O)(=O)C N-(2-formyl-6-fluorophenyl)methanesulfonamide